3-(2-bromophenyl)-4-methylisoxazole BrC1=C(C=CC=C1)C1=NOC=C1C